(5-cyano-2-fluorobenzyl)Zinc (II) bromide [Br-].C(#N)C=1C=CC(=C(C[Zn+])C1)F